[Cl-].[Cl-].[Cl-].C(CCC)[Ti+3] n-butyltitanium trichloride